C(C)(C)(C)OC(N[C@H]1CO[C@@H](CC1)C(=O)NNC(=O)C1CC(C1)OC(F)(F)F)=O ((3R,6S)-6-(2-((1S,3R)-3-(trifluoromethoxy)cyclobutanecarbonyl)hydrazinecarbonyl)tetrahydro-2H-pyran-3-yl)carbamic acid tert-butyl ester